5-[2-(1-cyclopropylpyrazol-4-yl)morpholin-4-yl]-7-(2,4-difluorophenyl)-N,N-dimethyl-thiazolo[4,5-d]pyrimidin-2-amine C1(CC1)N1N=CC(=C1)C1CN(CCO1)C=1N=C(C2=C(N1)N=C(S2)N(C)C)C2=C(C=C(C=C2)F)F